allyltris(trifluoromethoxy)stannane C(C=C)[Sn](OC(F)(F)F)(OC(F)(F)F)OC(F)(F)F